FC=1C=C(C=C(C1F)F)B(O)O 3,4,5-trifluorophenylboronic acid